ethyl (1-{[6-{[(1S)-1-cyclopropylethyl]amino}-2-(pyrazolo[5,1-b][1,3]thiazol-7-yl)pyrimidin-4-yl]carbonyl}piperidin-4-yl)carbamate C1(CC1)[C@H](C)NC1=CC(=NC(=N1)C=1C=NN2C1SC=C2)C(=O)N2CCC(CC2)NC(OCC)=O